C1(=CC=CC=C1)CC(C(=O)O)N1C=CC=C1 3-phenyl-2-(1H-pyrrol-1-yl)propionic acid